COC=1C=C2CCN3[C@@H](C2=CC1OC)C[C@H]([C@@H](C3)CC(C)C)COC (2R,3S,11bR)-9,10-dimethoxy-2-(methoxymethyl)-3-(2-methylpropyl)-1H,2H,3H,4H,6H,7H,11bH-pyrido[2,1-a]isoquinoline